C(C1=CC=CC=C1)[N+](C)(C)CCC1=CNC2=CC=CC(=C12)OP(=O)(C)O Benzyl-[2-[4-[hydroxy(methyl)phosphoryl]oxy-1H-indol-3-yl]ethyl]-dimethylazanium